3,7-dithianonane CCSCCCSCC